potassium nickel manganese cobalt oxide [Co]=O.[Mn].[Ni].[K]